2-(7-fluoro-1,2,3,4-tetrahydronaphthalen-1-yl)acetonitrile FC1=CC=C2CCCC(C2=C1)CC#N